ClC=1C(=CC(=NC1)OC)C1=CC(=NN1)C(=O)N1[C@H](CC([C@H](C1)C)C(=O)NCC1=CC(=CC=C1)Cl)C (2s,5r)-1-(5-(5-chloro-2-methoxypyridin-4-yl)-1H-pyrazole-3-carbonyl)-N-(3-chlorobenzyl)-2,5-dimethylpiperidine-4-carboxamide